4-[(6-{1-[(tert-butyldimethylsilyl)oxy]propyl}-4-methylpyridin-3-yl)amino]-1-methylpyrimidin-2-one [Si](C)(C)(C(C)(C)C)OC(CC)C1=CC(=C(C=N1)NC1=NC(N(C=C1)C)=O)C